2-nitro-1-phenyl-1H-cyclopenta[b]naphthalen-3-amine [N+](=O)([O-])C1=C(C=2C(=CC3=CC=CC=C3C2)C1C1=CC=CC=C1)N